N[C@@H]1C2=CC=CC=C2CC12CCN(CC2)C=2C(=NC(=CN2)C#CCN2C1=NC=NC(=C1N=C2)N)CO (S)-(3-(1-amino-1,3-dihydrospiro[inden-2,4'-piperidin]-1'-yl)-6-(3-(6-amino-9H-purin-9-yl)prop-1-yn-1-yl)pyrazin-2-yl)methanol